CC(CC(C)C)NC1=CC=C(C=C1)NC1=CC=CC=C1 N-(1,3-dimethylbutyl)N'-phenyl-p-phenylenediamine